3-(sec-butyl)-N-(1-(2-hydroxyethyl)piperidin-4-yl)-2-oxo-1,2,3,5-tetrahydro-4H-benzo[1,4]diazepine-4-carboxamide C(C)(CC)C1C(NC2=C(CN1C(=O)NC1CCN(CC1)CCO)C=CC=C2)=O